C(CCCCCCCCCCC)(=O)OC(C)=O acetic-lauric anhydride